CC(C(C(=O)O)N)S DL-3-THIOBUTYRINE